NC=1C=CC(=C(CNC(=N)N)C1)F 1-(5-amino-2-fluorobenzyl)guanidine